C(#N)C1=C2CC(CC2=CC=C1OCC1CN(C1)C(=O)OC(C)(C)C)C=O tert-Butyl 3-[(4-cyano-2-formyl-2,3-dihydro-1H-inden-5-yl)oxymethyl]azetidine-1-carboxylate